3-((6-amino-5-methoxypyridin-3-yl)ethynyl)-4-methyl-N-(4-((4-methylpiperazin-1-yl)methyl)-3-(trifluoromethyl)phenyl)benzamide NC1=C(C=C(C=N1)C#CC=1C=C(C(=O)NC2=CC(=C(C=C2)CN2CCN(CC2)C)C(F)(F)F)C=CC1C)OC